N-(6-amino-5-ethylpyridin-3-yl)-2-((2S,5R)-4-isobutyryl-5-methyl-2-(p-tolyl)piperazin-1-yl)-2-oxoacetamide NC1=C(C=C(C=N1)NC(C(=O)N1[C@H](CN([C@@H](C1)C)C(C(C)C)=O)C1=CC=C(C=C1)C)=O)CC